2-((5,6,7,8-tetrahydronaphthalen-1-yl)oxy)tetrahydro-2H-pyran C1(=CC=CC=2CCCCC12)OC1OCCCC1